4-Nitro-2-(2-((4-(trifluoromethyl)phenyl)amino)pyrimidin-4-yl)benzoic acid methyl ester COC(C1=C(C=C(C=C1)[N+](=O)[O-])C1=NC(=NC=C1)NC1=CC=C(C=C1)C(F)(F)F)=O